5-(5-Furan-2-yl-2-isopropyl-4-methoxy-phenoxy)-pyrimidine-2,4-diamine O1C(=CC=C1)C=1C(=CC(=C(OC=2C(=NC(=NC2)N)N)C1)C(C)C)OC